ClC1=CC=C(C=C1)N(C(=O)C=1C=CC2=C(N(N=N2)C2=CC=C(C=C2)NC(OC)=O)C1)C methyl N-[4-[6-[(4-chlorophenyl)-methyl-carbamoyl]benzotriazol-1-yl]phenyl]carbamate